C(#N)[C@H](CC1=C(C=C(C=C1)C=1C=CC2=C(N(C(O2)=O)C)C1)F)NC(=O)[C@H]1OC[C@@H](CNC1)O (2S,6R)-N-((S)-1-cyano-2-(2-fluoro-4-(3-methyl-2-oxo-2,3-dihydrobenzo[d]oxazol-5-yl)phenyl)ethyl)-6-hydroxy-1,4-oxazepane-2-carboxamide